C(#N)C1=CNC2=C(C=CC(=C12)C)NS(=O)(=O)C=1C=NN(C1)C1(COC1)CO N-(3-Cyano-4-methyl-1H-indol-7-yl)-1-[3-(hydroxymethyl)oxetan-3-yl]pyrazol-4-sulfonamid